N1(N=CC=C1)CC1=CC2=C(C(=NO2)NS(=O)(=O)C2=CC(=CC=C2)N2CCN(CC2)CC2CN(C2)C=2C=C3C(N(C(C3=CC2)=O)C2C(NC(CC2)=O)=O)=O)C(=C1)OC N-(6-((1H-pyrazol-1-yl)methyl)-4-methoxybenzo[d]isoxazol-3-yl)-3-(4-((1-(2-(2,6-dioxopiperidin-3-yl)-1,3-dioxoisoindolin-5-yl)azetidin-3-yl)methyl)piperazin-1-yl)benzenesulfonamide